ClC=1C(=CC(=C(C1)NC(=O)NCC=1C=C2CN(C(C2=CC1)=O)C1C(NC(CC1)=O)=O)O)C(F)(F)F 1-[5-chloro-2-hydroxy-4-(trifluoromethyl)phenyl]-3-[[2-(2,6-dioxo-3-piperidyl)-1-oxo-isoindolin-5-yl]methyl]urea